C(#N)C1=C(C=2C=3C=CC=C4C=CC=C(C5=CC=CC(=C1CCCC(=O)O)C52)C43)C#N 4-(Dicyanoperylene-3-yl)butyric acid